[1-[(1R)-3-methoxy-1-[(1R,2R)-2-[[2-(methoxymethyl)-2-methyl-chroman-4-yl]carbamoyl]cyclopropyl]propyl]-4,4-dimethyl-6-oxo-hexahydropyrimidin-2-ylidene]ammonium COCC[C@H]([C@H]1[C@@H](C1)C(NC1CC(OC2=CC=CC=C12)(C)COC)=O)N1C(NC(CC1=O)(C)C)=[NH2+]